(4-(dimethylamino)phenyl)bis(2,4,6-trimethylbenzoyl)phosphine oxide CN(C1=CC=C(C=C1)P(C(C1=C(C=C(C=C1C)C)C)=O)(C(C1=C(C=C(C=C1C)C)C)=O)=O)C